Cl.C(#N)C=1C(=NC(=NC1)NC=1C(=CC(=C(C1)NC(C=C)=O)N(C)CCN(C)C)OC)C1=CN(C2=CC=CC=C12)C1CC1 N-(5-((5-cyano-4-(1-cyclopropyl-1H-indole-3-yl)pyrimidin-2-yl)amino)-2-((2-(dimethylamino)ethyl)(methyl)amino)-4-methoxyphenyl)acrylamide hydrochloride